methyl 3-(5-(2,6-dimethylphenyl)pyridin-3-yl)-3-((R)-4-methyl-2-(2-oxo-4-(trifluoromethyl)pyridin-1(2H)-yl)pentanamido)propanoate CC1=C(C(=CC=C1)C)C=1C=C(C=NC1)C(CC(=O)OC)NC([C@@H](CC(C)C)N1C(C=C(C=C1)C(F)(F)F)=O)=O